P(=O)(OC=CCCC)([O-])[O-] pentenyl phosphate